COC(CCSC1=C(C(=NC=C1)Cl)Cl)=O 3-((2,3-Dichloropyridin-4-yl)thio)propanoic acid methyl ester